isopropyl 1-((((1-((3-chloro-4-fluorophenyl) carbamoyl)-2-methyl-2,4,5,6-tetrahydrocyclopenta[c]pyrrol-4-yl)carbamoyl)oxy)methyl)-3,3-difluorocyclobutane-1-carboxylate ClC=1C=C(C=CC1F)NC(=O)C=1N(C=C2C1CCC2NC(=O)OCC2(CC(C2)(F)F)C(=O)OC(C)C)C